C1(=C(C=CC=C1)C1=CC(=NC2=CC=C(C=C12)C(=O)OC(C)(C)C)C=O)C1=CC=CC=C1 tert-butyl 4-([1,1'-biphenyl]-2-yl)-2-formylquinoline-6-carboxylate